C(=O)(OC(C)(C)C)N1C[C@@H](CC1)O (R)-1-Boc-3-hydroxytetrahydropyrrole